NC=1C(=NC(=CN1)C1=C(C=C(C=C1)NC(C(O)C1=CC(=CC(=C1)F)F)=O)C)C(=O)NC1CCOCC1 3-amino-6-(4-(2-(3,5-difluorophenyl)-2-hydroxyacetamido)-2-methyl-phenyl)-N-(tetrahydro-2H-pyran-4-yl)pyrazine-2-carboxamide